FC1=C(OC2=NC=CC(=N2)C)C(=CC(=C1)B1OC(C(O1)(C)C)(C)C)F 2-(2,6-difluoro-4-(4,4,5,5-tetramethyl-1,3,2-dioxaborolan-2-yl)phenoxy)-4-methylpyrimidine